C(CCC)OC([C@@H]([C@@H](C1=CC=CC=C1)O)CNC(C1=CC=CC=C1)=O)=O (2R,3S)-2-(benzamidomethyl)-3-hydroxy-3-phenylpropionic acid butyl ester